ClC1=NC(=NC(=C1)C(F)(F)F)SC 4-chloro-2-(methylthio)-6-(trifluoromethyl)pyrimidine